5-(4-chloro-2-fluoro-phenyl)-2,3-dimethyl-7-[2-(2-methyl-4-pyridyl)tetrahydropyran-4-yl]-1,6-naphthyridine ClC1=CC(=C(C=C1)C1=C2C=C(C(=NC2=CC(=N1)C1CC(OCC1)C1=CC(=NC=C1)C)C)C)F